SCC(=O)O.OCCSCCO hydroxyethyl sulfide (2-mercaptoacetate)